ClC1=CC2=C([C@@](C3=C(N(S2(=O)=O)C)C=CC=C3)([2H])NCCCCCCC(=O)OCC)C=C1 ethyl (S)-7-((3-chloro-6-methyl-5,5-dioxido-6,11-dihydrodibenzo[c,f][1,2]thiazepine-11-yl-11-d)amino)heptanoate